(±)-2-[1-(4-Methoxyphenyl)-2-methyl-2-nitropropyl]malonic Acid Dimethyl Ester COC(C(C(=O)OC)[C@@H](C(C)([N+](=O)[O-])C)C1=CC=C(C=C1)OC)=O |r|